4-[(2-chloropyrimidin-4-yl)oxymethyl]-2,5-difluoro-benzonitrile ClC1=NC=CC(=N1)OCC1=CC(=C(C#N)C=C1F)F